2-chloro-6-difluoromethyl-7H-pyrrolo[2,3-d]Pyrimidine ClC=1N=CC2=C(N1)NC(=C2)C(F)F